benzyl (s)-2-(cyanomethyl)-4-(2'-(methylthio)-1,3,5',8'-tetrahydrospiro[indene-2,7'-pyrano[4,3-d]pyrimidin]-4'-yl)piperazine-1-carboxylate C(#N)C[C@@H]1N(CCN(C1)C=1C2=C(N=C(N1)SC)CC1(OC2)CC2=CC=CC=C2C1)C(=O)OCC1=CC=CC=C1